4-(2-Hydroxyethyl)piperazine-1-ethanesulfonic acid OCCN1CCN(CC1)CCS(=O)(=O)O